3-(4-bromobutoxy)-5,7-dimethoxy-2-(3',4',5'-trimethoxyphenyl)-4H-chromen-4-one BrCCCCOC1=C(OC2=CC(=CC(=C2C1=O)OC)OC)C1=CC(=C(C(=C1)OC)OC)OC